5-(4,4,5,5-tetramethyl-1,3,2-dioxaborolan-2-yl)picolinaldehyde CC1(OB(OC1(C)C)C=1C=CC(=NC1)C=O)C